C(C)(C)(C)OC(=O)N(C1=CC=C(C(=C1C(=O)OC)OC)Br)C(=O)OC(C)(C)C methyl 6-(bis(tert-butoxycarbonyl) amino)-3-bromo-2-methoxybenzoate